tert-butyl ((1r,3r)-3-((2,2-difluorobenzo[d][1,3]dioxol-5-yl)oxy)cyclobutyl)carbamate FC1(OC2=C(O1)C=CC(=C2)OC2CC(C2)NC(OC(C)(C)C)=O)F